NC=1C=C(C=C(C1)C(F)(F)F)[C@@H](C)NC1=NC(=NC2=CC(=C(C=C12)OC)CN1CCOCC1)C (R)-N-(1-(3-amino-5-(trifluoromethyl)phenyl)ethyl)-6-methoxy-2-methyl-7-(morpholinomethyl)quinazoline-4-amine